The molecule is a 3beta-sterol that is 5alpha-cholest-8-en-3beta-ol carrying formyl and methyl substituents at position 4. It has a role as a human metabolite. It is a cholestanoid and a 3beta-hydroxy-4alpha-formyl-4beta-methylsteroid. C[C@H](CCCC(C)C)[C@H]1CC[C@@H]2[C@@]1(CCC3=C2CC[C@@H]4[C@@]3(CC[C@@H]([C@@]4(C)C=O)O)C)C